benzyl 4-{2-[5-(2-cyclopropaneamidopyridin-4-yl)-4-(4-fluorophenyl)-1H-imidazol-1-yl]acetyl}piperazine-1-carboxylate C1(CC1)C(=O)NC1=NC=CC(=C1)C1=C(N=CN1CC(=O)N1CCN(CC1)C(=O)OCC1=CC=CC=C1)C1=CC=C(C=C1)F